(1S,2S,3S,6R)-4-(fluoromethyl)-6-((2-(spiro[2.5]octan-6-yl)ethyl)amino)cyclohex-4-ene-1,2,3-triol FCC=1[C@@H]([C@@H]([C@H]([C@@H](C1)NCCC1CCC2(CC2)CC1)O)O)O